Cl.CS(=O)(=O)C=1C=C(C=CC1)C1=CC=NC=C1 4-(3-methylsulfonylphenyl)pyridine hydrochloride